[Br-].C(CCCCCCC)N1CC=CC=C1 N-octyl-pyridine bromide salt